2-((S)-3-carboxybutanoyl)-4-chloro-6-methoxy-3,7-dimethylisoindolin C(=O)(O)[C@H](CC(=O)N1CC2=C(C(=CC(=C2C1C)Cl)OC)C)C